C(C1=CC=CC=C1)OC=1C=C(C=C(C1)C(F)(F)F)CCN[S@](=O)C(C)(C)C (R)-N-((R)-(3-(benzyloxy)-5-(trifluoromethyl)phenyl)ethyl)-2-methylpropane-2-sulfinamide